C(=O)(O)COC1=CC(=C(C=C1)C(C=CC1=CC=C(C(=O)O)C=C1)=O)OCC=C 4-[3-[4-(Carboxymethoxy)-2-prop-2-enoxyphenyl]-3-oxoprop-1-enyl]benzoic acid